FC1=NC(=CC=C1)OC([2H])([2H])[2H] 2-fluoro-6-(2H3)methoxypyridin